C(C)(C)NC(O[C@H]1CO[C@@H](C1)C=1C=NC(=NC1)NC1=C(C=C(C=C1)S(=O)(=O)NC(=O)OC(C)(C)C)F)=O (3R,5S)-5-[2-({4-[(tert-butoxycarbonyl)aminosulfonyl]-2-fluorophenyl}amino)pyrimidin-5-yl]oxolan-3-yl N-isopropylcarbamate